N-[2-[ethyl(2-methylphenyl)amino]ethyl]-2-[[(3-methyl-1,2,4-oxadiazol-5-yl)methyl]thio]-benzamide C(C)N(CCNC(C1=C(C=CC=C1)SCC1=NC(=NO1)C)=O)C1=C(C=CC=C1)C